5-(2-Fluoro-6-methylphenyl)-3-(6-(4-(tetrahydrofuran-3-yl)piperazin-1-yl)pyrid-3-yl)-1H-pyrazolo[4,3-c]pyridazin-6(5H)-on FC1=C(C(=CC=C1)C)N1N=C2C(=CC1=O)NN=C2C=2C=NC(=CC2)N2CCN(CC2)C2COCC2